The molecule is a long-chain primary fatty alcohol that is tridecan-1-ol substituted a methyl group at position 12. It derives from a hydride of a tridecane. CC(C)CCCCCCCCCCCO